6-(((S)-morpholin-2-yl)methoxy)pyrazolo[1,5-a]Pyridine-3-carbonitrile N1C[C@H](OCC1)COC=1C=CC=2N(C1)N=CC2C#N